P(=O)(O)(O)O.CC1=C(C(=O)[Li])C(=CC(=C1)C)C 2,4,6-trimethyl-benzoyl-lithium phosphate